COC1=CC=C(CN2CC3=CC=CC=C3C(=N2)C2NCCC2)C=C1 2-(4-methoxybenzyl)-4-(pyrrolidin-2-yl)phthalazin